BrC1=CC=2N(C=C1)N=CC2C(=O)N2CCC(CC2)N2CCN(CC2)C (5-Bromopyrazolo[1,5-a]pyridin-3-yl)(4-(4-methylpiperazin-1-yl)piperidin-1-yl)methanone